FC1=C(CN2C(N([C@H](C3=CC=C(C=C23)C(=O)NCC2=C(C=C(C=C2F)F)F)C)C)=O)C=C(C=C1)OCCCO (S)-1-(2-fluoro-5-(3-hydroxypropoxy)benzyl)-3,4-dimethyl-2-oxo-N-(2,4,6-trifluorobenzyl)-1,2,3,4-tetrahydroquinazoline-7-carboxamide